6-((3-fluorobenzyl)thio)-3-methyl-5-(o-tolyl)-2H-pyrazolo[3,4-d]pyrimidin-4(5H)-one FC=1C=C(CSC=2N(C(C=3C(N2)=NNC3C)=O)C3=C(C=CC=C3)C)C=CC1